(S)-4-(sec-butylamino)-2-((4-(morpholine-4-carbonyl)-2,3-dihydro-benzofuran-7-yl)amino)-7H-pyrrolo[2,3-d]pyrimidine-5-carbonitrile [C@H](C)(CC)NC=1C2=C(N=C(N1)NC1=CC=C(C=3CCOC31)C(=O)N3CCOCC3)NC=C2C#N